N-((1r,3r)-3-((4-methoxy-5-(quinoxalin-6-yl)-7H-pyrrolo[2,3-d]pyrimidin-2-yl)amino)-1-methylcyclobutyl)propionamide COC=1C2=C(N=C(N1)NC1CC(C1)(C)NC(CC)=O)NC=C2C=2C=C1N=CC=NC1=CC2